C1(CCC(CC1)C=CC(=O)OC)C=CC(=O)OC dimethyl 1,4-cyclohexanediacrylate